4-fluoro-3,5-dihydroxybiphenyl FC1=C(C=C(C=C1O)C1=CC=CC=C1)O